(2S,4R)-4-fluoro-1-((4-(4-fluorophenoxy)benzoyl)glycyl)-4-(methoxymethyl)pyrrolidine-2-carboxylic acid F[C@@]1(C[C@H](N(C1)C(CNC(C1=CC=C(C=C1)OC1=CC=C(C=C1)F)=O)=O)C(=O)O)COC